(S)-6-((5-(6-amino-4,6-dihydrospiro[cyclopenta[d]thiazole-5,4'-piperidin]-1'-yl)-6-(hydroxymethyl)pyrazin-2-yl)thio)-5-chloro-3-(2-methoxyethyl)quinazolin-4(3H)-one N[C@@H]1C2=C(N=CS2)CC12CCN(CC2)C=2N=CC(=NC2CO)SC=2C(=C1C(N(C=NC1=CC2)CCOC)=O)Cl